methoxy(cyclooctadiene) iridium [Ir].COC1=CC=CCCCC1